3-Bromo-6-(piperidin-1-yl)imidazo[1,2-b]pyridazine BrC1=CN=C2N1N=C(C=C2)N2CCCCC2